(biphenylyl)(dimethylfluorenyl)[di(methylphenyl)fluorenyl]amine C1(=C(C=CC=C1)N(C1=C(C(=CC=2C3=CC=CC=C3CC12)C1=C(C=CC=C1)C)C1=C(C=CC=C1)C)C1=C(C(=CC=2C3=CC=CC=C3CC12)C)C)C1=CC=CC=C1